1-(4-(butylsulfanyl)-3,5-dimethoxyphenyl)propan-2-amine C(CCC)SC1=C(C=C(C=C1OC)CC(C)N)OC